N12CCN(C(CC1)CC2)C2=CC1=C(C3=C(S1(=O)=O)C(=CC=C3)NC(CC3=CC=NC=C3)=O)C=C2 N-(7-(1,4-diazabicyclo[3.2.2]nonan-4-yl)-5,5-dioxidodibenzo[b,d]thiophene-4-yl)-2-(pyridine-4-yl)acetamide